4,4'-biphenyl-formaldehyde C1(=CC=C(C=C1)C1=CC=CC=C1)C=O